BrC1=C(C=C(C=C1)[N+](=O)[O-])NC(C(=C)C)=O N-(2-bromo-5-nitro-phenyl)-2-methyl-prop-2-enamide